2-(chloromethyl)-4-(3-methoxypropoxy)-3-methylpyridine ClCC1=NC=CC(=C1C)OCCCOC